(5-(5-(2-(cyclopropanecarboxamido)benzo[d]thiazol-7-yl)-2-isopropoxyphenyl)furan-2-yl)phosphonic acid C1(CC1)C(=O)NC=1SC2=C(N1)C=CC=C2C=2C=CC(=C(C2)C2=CC=C(O2)P(O)(O)=O)OC(C)C